ClC1=C(C(=CC=C1)F)CN1C(=NOC1=O)CN1CCN(CC1)C1=CC=CC=C1 4-[(2-chloro-6-fluorophenyl)methyl]-3-[(4-phenylpiperazin-1-yl)methyl]-4,5-dihydro-1,2,4-oxadiazol-5-one